S1C(=NC=C1)NC(C(C)C=1C=C(C=CC1)C=1C=CC(=NC1)NC(C=C)=O)=O N-(5-(3-(1-((THIAZOL-2-YL)AMINO)-1-OXOPROPAN-2-YL)PHENYL)PYRIDIN-2-YL)ACRYLAMID